methyl 2-[5-benzyloxy-2-bromo-1-(4-fluoro-3-methyl-phenyl)indol-3-yl]acetate C(C1=CC=CC=C1)OC=1C=C2C(=C(N(C2=CC1)C1=CC(=C(C=C1)F)C)Br)CC(=O)OC